FC=1C(=NC=C(C1C)C)[C@@H](CCOC)N1C[C@@H](N([C@@H](C1)C)C(C(C)C)=O)C(=O)NCC1=CC=C(C=C1)C1=NC=CC=N1 (2R,6R)-4-((R)-1-(3-fluoro-4,5-dimethylpyridin-2-yl)-3-methoxypropyl)-1-isobutyryl-6-methyl-N-(4-(pyrimidin-2-yl)benzyl)piperazine-2-carboxamide